ethylene glycol bis-(3,5-di-tert-butyl-4-hydroxyphenyl)propionate C(C)(C)(C)C=1C=C(C=C(C1O)C(C)(C)C)C(C(=O)OCCO)(C)C1=CC(=C(C(=C1)C(C)(C)C)O)C(C)(C)C